C(C)OC1=CC=C(C=N1)[C@H](CO)NC(=O)C1CC12CCC1=CC=C(C=C21)F N-[(1R)-1-(6-Ethoxypyridin-3-yl)-2-hydroxyethyl]-6'-fluoro-2',3'-dihydrospiro[cyclopropane-1,1'-indene]-2-carboxamide